C(C)(C)N1N=NC(=C1)C=1C=C(N)C=CC1 3-(1-isopropyl-1H-1,2,3-triazol-4-yl)aniline